FC=1C=C(C=C(C1)F)C(C(=O)O)C 2-(3,5-difluorophenyl)propanoic acid